N1=NC=C(C=C1)C1=CNC2=NC=CC=C21 3-pyridazin-4-yl-1H-pyrrolo[2,3-b]pyridin